C(C)(=O)OCC1CCC2C3CCC(C12)C3 (octahydro-1H-4,7-methanoinden-1-yl)methyl acetate